1-imidazol-2-yl-imidazol N1C(=NC=C1)N1C=NC=C1